tert-Butyl N-[3-[[3-(2-Chloro-6-methyl-4-pyridyl)-2-(3-cyanophenyl)pyrazolo[1,5-a]pyrimidine-5-carbonyl]amino]-1,1-dimethyl-propyl]carbamate ClC1=NC(=CC(=C1)C=1C(=NN2C1N=C(C=C2)C(=O)NCCC(C)(C)NC(OC(C)(C)C)=O)C2=CC(=CC=C2)C#N)C